3-(Prop-2-enoyloxy)-2,2-bis[(prop-2-enoyloxy)methyl]propylprop-2-enoate C(C=C)(=O)OCC(COC(C=C)=O)(COC(C=C)=O)COC(C=C)=O